C1(=CC=CC=C1)N1NN(C=C(C1)C1=CC=CC=C1)Cl 3,5-diphenyl-1-chlorotriazine